Succinamide formate C(=O)O.C(CCC(=O)N)(=O)N